8-[1-(2,2-difluoroethyl)pyrazolo[3,4-b]pyrazin-6-yl]-2-[2-(trifluoromethyl)pyrimidin-5-yl]-2,8-diazaspiro[4.5]decane FC(CN1N=CC=2C1=NC(=CN2)N2CCC1(CCN(C1)C=1C=NC(=NC1)C(F)(F)F)CC2)F